7-(4-(methylamino)-5-(5-(4-(piperidin-4-yl)piperazin-1-yl)-1,3,4-thiadiazol-2-yl)pyridin-2-yl)pyrrolo[1,2-b]pyridazine-3-carbonitrile CNC1=CC(=NC=C1C=1SC(=NN1)N1CCN(CC1)C1CCNCC1)C1=CC=C2N1N=CC(=C2)C#N